(R)-(4-(7-(difluoromethyl)pyrazolo[1,5-a]pyridin-2-yl)-6,7-dihydro-1H-imidazo[4,5-c]pyridin-5(4H)-yl)(5-(3-fluoropyridin-2-yl)-1,3,4-oxadiazol-2-yl)methanone FC(C1=CC=CC=2N1N=C(C2)[C@@H]2N(CCC1=C2N=CN1)C(=O)C=1OC(=NN1)C1=NC=CC=C1F)F